O=C1NC(CCC1C1=CC=C(C=C1)N1CC2(CN(C2)C(=O)OC(C)(C)C)C1)=O tert-Butyl 6-(4-(2,6-dioxopiperidin-3-yl)phenyl)-2,6-diazaspiro[3.3]heptane-2-carboxylate